tert-butyl (((3R,5S)-1-benzyl-5-((4,4''-bis(trifluoromethyl)-[1,1':3',1''-terphenyl]-5'-carboxamido)methyl)pyrrolidin-3-yl)methyl)carbamate C(C1=CC=CC=C1)N1C[C@H](C[C@H]1CNC(=O)C=1C=C(C=C(C1)C1=CC=C(C=C1)C(F)(F)F)C1=CC=C(C=C1)C(F)(F)F)CNC(OC(C)(C)C)=O